12-chloro-18,20-difluoro-13-methoxy-15,15-dioxo-8-oxa-3,15λ6-dithia-5,16-diazatetracyclo[15.3.1.110,14.02,6]docosa-1(20),2(6),4,10,12,14(22),17(21),18-octaen-9-one ClC=1C=C2C(OCC=3N=CSC3C3=C(C=C(C(NS(C(C1OC)=C2)(=O)=O)=C3)F)F)=O